FC(C1=NC=CC(=N1)NC(=O)[C@@H]1CC12CCN(CC2)C(=O)OC(C(F)(F)F)C(F)(F)F)(F)F 1,1,1,3,3,3-Hexafluoropropan-2-yl (R)-1-((2-(trifluoromethyl)pyrimidin-4-yl)carbamoyl)-6-azaspiro[2.5]octan-6-carboxylat